6-(2-cyanobenzoyl)amino-3-(dimethyl)amino-1,2,3,4-tetrahydro-9H-carbazole C(#N)C1=C(C(=O)NC=2C=C3C=4CC(CCC4NC3=CC2)N(C)C)C=CC=C1